2-(carboxylmethoxy)-6-chlorobenzoic acid C(=O)(O)COC1=C(C(=O)O)C(=CC=C1)Cl